7-(7-(8-ethyl-7-fluoro-3-hydroxynaphthalen-1-yl)-8-fluoro-2-(((2R,7aS)-2-fluorotetrahydro-1H-pyrrolizin-7a(5H)-yl)methoxy)pyrido[4,3-d]pyrimidin-4-yl)-7-azaspiro[4.5]decan-2-ol C(C)C=1C(=CC=C2C=C(C=C(C12)C1=C(C=2N=C(N=C(C2C=N1)N1CC2(CCC(C2)O)CCC1)OC[C@]12CCCN2C[C@@H](C1)F)F)O)F